NC1=C(N=CC(=N1)N1CCC2(CC1)[C@@H](C1=C(C=C3C=CNC3=C1)C2)N)SC2=C(C(=NC=C2)N)Cl (S)-1'-(6-amino-5-((2-amino-3-chloropyridin-4-yl)thio)pyrazin-2-yl)-5,7-dihydro-1H-spiro[cyclopenta[f]indole-6,4'-piperidin]-7-amine